ClC1=C2C(=NC(=C1)C)NC(=C2)C(=O)N=C2CCC[Si](CCC2)(C)C 4-chloro-N-(1,1-dimethylsilacyclooctan-5-ylidene)-6-methyl-1H-pyrrolo[2,3-b]pyridine-2-carboxamide